C(C)C1=CNC2=NC=C(C=C21)C=2C=CC(=C(C2)P(C)(C)=O)O (5-(3-Ethyl-1H-pyrrolo[2,3-b]pyridin-5-yl)-2-hydroxyphenyl)dimethylphosphine oxide